NCCCCOC=1C=C(C=C(C1)C(F)(F)F)NS(=O)(=O)C1=C(C=C(C=C1C)C(C)(C)C)C N-(3-(4-aminobutoxy)-5-(trifluoromethyl)phenyl)-4-(tert-butyl)-2,6-dimethylbenzenesulfonamide